4-(((1-methyl-6-(piperidin-1-yl)-1H-pyrazolo[3,4-d]pyrimidin-4-yl)amino)methyl)benzenesulfonamide di-n-butyl-(2-methylphenylmethylene)malonate C(CCC)OC(C(C(=O)OCCCC)=CC1=C(C=CC=C1)C)=O.CN1N=CC=2C1=NC(=NC2NCC2=CC=C(C=C2)S(=O)(=O)N)N2CCCCC2